FC=1C=C2C(=CNC(C2=CC1F)=O)[C@@H](C)N(C(=O)NC1=CC=C(C=C1)F)CC (R)-1-(1-(6,7-difluoro-1-oxo-1,2-dihydroisoquinolin-4-yl)ethyl)-1-ethyl-3-(4-fluorophenyl)urea